C1(=CC=CC=C1)C1=NN=C2N1N=C(C=C2)Cl 3-phenyl-6-chloro-[1,2,4]triazolo[4,3-b]pyridazine